diethylsilyl-bis(isobutylindenyl)zirconium diiodide [I-].[I-].C(C)[SiH](CC)[Zr+2](C1C(=CC2=CC=CC=C12)CC(C)C)C1C(=CC2=CC=CC=C12)CC(C)C